[Cl-].CC(C)CCCC(CCC(CCCCC(CCCCCCCCCCCCCCCCCC)CCCCCCCCCCCCCCCCCC)N1C(=[N+](C=C1)C)C)C (2,6-dimethyl-14-octadecyldotriacontan-9-yl)-2,3-dimethyl-1H-imidazol-3-ium chloride